C(C)(C)C1CC2CCC1C2 rac-3-endo-isopropylbicyclo[2.2.1]heptan